2-(4-cyanopiperidin-1-yl)-N-(4-(5-(difluoromethyl)-1,3,4-oxadiazol-2-yl)benzyl)-N-phenylethane-1-sulfonamide C(#N)C1CCN(CC1)CCS(=O)(=O)N(C1=CC=CC=C1)CC1=CC=C(C=C1)C=1OC(=NN1)C(F)F